C1(CC1)N1N=CC(=C1)NC1=NC=C(C(=N1)C1=CC=C(C(=O)O)C=C1)C 4-[2-(1-Cyclopropyl-1H-pyrazol-4-ylamino)-5-methyl-pyrimidin-4-yl]-benzoic Acid